N[C@H](CC1=CC=C(C=C1)OC1=CC=C(C=C1)O)C(=O)O D-thyronine